C1(CC1)NC=1N=C(C(=NC1C1=CC=CC=2N(C=NC21)C)C(=O)N)NC2=CC=C(C=C2)N2CCOCC2 5-(Cyclopropylamino)-6-(1-methylbenzimidazol-4-yl)-3-(4-morpholinoanilino)pyrazin-2-carboxamid